2-[(4-ethylphenyl)amino]-4-[(1-oxo-1,2,3,4-tetrahydroisoquinolin-5-yl)amino]pyrimidine-5-carboxamide C(C)C1=CC=C(C=C1)NC1=NC=C(C(=N1)NC1=C2CCNC(C2=CC=C1)=O)C(=O)N